(Z)-3-(2-(methylamino)ethylidene)pyrrolidin-2-one trifluoroacetate FC(C(=O)O)(F)F.CNC\C=C\1/C(NCC1)=O